ClC=1C=C2C(CO[C@H](C2=CC1)[C@H]1O[C@H]([C@@H]([C@@H]1O)O)N1C=CC2=C1N=CN=C2C)(F)F (2S,3S,4R,5R)-2-((R)-6-chloro-4,4-difluoroisochroman-1-yl)-5-(4-methyl-7H-pyrrolo[2,3-d]pyrimidin-7-yl)tetrahydrofuran-3,4-diol